CCCCCCCCC(CCCCCCCC)OC(CCCCN(CCCCCCCCC(=O)OC(CC)CC)CCO)=O Pentan-3-yl 9-((5-(heptadecan-9-yloxy)-5-oxopentyl)(2-hydroxyethyl)amino)nonanoate